C(C)(C)(C)OC(=O)N(CCOCCCOCCCOCC(=O)O)C(=O)OC(C)(C)C 2-[3-[3-[2-[bis(tert-butoxycarbonyl)amino]ethoxy]propoxy]propoxy]acetic acid